C(C1=CC=CC=C1)N(CCCF)C N-benzyl-3-fluoro-N-methylpropane-1-amine